(3-(4-Acetylpiperazin-1-yl)phenyl)-5-(isoindolin-2-yl)-7-(1H-pyrazol-4-yl)pyrazolo[1,5-a]pyrimidine-2-carboxamide C(C)(=O)N1CCN(CC1)C=1C=C(C=CC1)C=1C(=NN2C1N=C(C=C2C=2C=NNC2)N2CC1=CC=CC=C1C2)C(=O)N